FC1(CN(CC[C@@H]1C1=CC=C(C(=O)NC2=NNC3=NC(=CC=C32)NC3=C(C=CC=C3)F)C=C1)C)F |o1:6| rel-(R)-4-(3,3-difluoro-1-methylpiperidin-4-yl)-N-(6-((2-fluorophenyl)amino)-1H-pyrazolo[3,4-b]pyridin-3-yl)benzamide